1-cyclopropyl-N-(5-(4-(trifluoromethyl)phenethoxy)-1H-indol-3-yl)methanesulfonamide C1(CC1)CS(=O)(=O)NC1=CNC2=CC=C(C=C12)OCCC1=CC=C(C=C1)C(F)(F)F